5-((2-hydroxycyclohexyl)oxy)-1-oxoisoindolin OC1C(CCCC1)OC=1C=C2CNC(C2=CC1)=O